2-[1-[4-[6-(cyclobutoxy)-5-methoxy-2-pyridyl]-2,6-difluoro-phenyl]-4-piperidyl]acetic acid C1(CCC1)OC1=C(C=CC(=N1)C1=CC(=C(C(=C1)F)N1CCC(CC1)CC(=O)O)F)OC